BrC1=NC(=CC=C1OC)C(F)(F)F 2-bromo-3-methoxy-6-(trifluoromethyl)pyridine